C(CC)OCC=1NC2=CC=CC=C2C1 2-(propoxymethyl)indole